3H-IMIDAZO(4,5-B)PYRIDINE N1=CNC2=NC=CC=C21